C(CCC)OC(N(C(=O)OC(C)(C)C)CC=1C=NC(=NC1)Cl)=O butyl-N-tert-butoxycarbonyl-((2-chloropyrimidin-5-yl)methyl)carbamate